N,N-dimethyl-4-hydroxy-2-butynamide CN(C(C#CCO)=O)C